ethyl 2-bromoimidazo[2,1-b][1,3,4]thiadiazole-6-carboxylate BrC1=NN2C(S1)=NC(=C2)C(=O)OCC